2-bromo-1-(2-oxabicyclo[2.1.1]hex-4-yl)ethanone BrCC(=O)C12COC(C1)C2